octyl-tributylphosphine chloride [Cl-].C(CCCCCCC)C(CCC)P(CCCC)CCCC